C1N(CCC2=CC=CC=C12)C1CC(CC1O)NC(OC(C)(C)C)=O t-butyl (3-(3,4-dihydroisoquinolin-2(1H)-yl)-4-hydroxycyclopentyl)carbamate